[C@H]12CC(C[C@H](CC1)N2)C=2C1=C(N=C(N2)OC[C@]23CCCN3C[C@@H](C2)F)CN(CC1)C1=CC=CC2=CC=C(C(=C12)CC)F 4-((1R,3s,5S)-8-azabicyclo[3.2.1]octan-3-yl)-7-(8-ethyl-7-fluoronaphthalen-1-yl)-2-(((2R,7aS)-2-fluorohexahydro-1H-pyrrolizin-7a-yl)methoxy)-5,6,7,8-tetrahydropyrido[3,4-d]pyrimidine